1-(4-amino-3,5-dichlorophenyl)-2-tert-butylaminoethanone hydrochloride Cl.NC1=C(C=C(C=C1Cl)C(CNC(C)(C)C)=O)Cl